C1CCCC=2C3=CC=CC=C3N(C12)C(=O)OC(C)(C)C Tert-butyl 1,2,3,4-tetrahydrocarbazole-9-carboxylate